C(C)(C)(C)OC(=O)N1C[C@@H]2COC3=C(C(N2CC1)=O)C(=NC(=C3Cl)C3=C(C=CC=C3O)F)N3CC(OCC3)(C)C (6aR)-4-chloro-1-(2,2-dimethylmorpholino)-3-(2-fluoro-6-hydroxyphenyl)-12-oxo-6a,7,9,10-tetrahydro-12H-pyrazino[2,1-c]Pyrido[3,4-f][1,4]Oxazepine-8(6H)-carboxylic acid tert-butyl ester